5-chloro-2-[[6-chloro-3-(4,4-difluorocyclohexyl)-4-quinolinyl]amino]benzoic acid ClC=1C=CC(=C(C(=O)O)C1)NC1=C(C=NC2=CC=C(C=C12)Cl)C1CCC(CC1)(F)F